N2-(4,4-difluorocyclohexyl)-N4-(3,5-difluorophenyl)-6-(6-(trifluoromethyl)pyridin-2-yl)-1,3,5-triazine-2,4-diamine FC1(CCC(CC1)NC1=NC(=NC(=N1)NC1=CC(=CC(=C1)F)F)C1=NC(=CC=C1)C(F)(F)F)F